Cl.C1(=CC=CC=C1)[C@H]1[C@@H](C1)CN trans-(2-Phenylcyclopropyl)methanamine hydrochloride